5-amino-3-(pentan-3-yloxy)cyclohex-1-ene-1-carboxylic acid ethyl ester C(C)OC(=O)C1=CC(CC(C1)N)OC(CC)CC